[Na].[Na].N1=C(C=C(C2=CC=CC=C12)C(=O)O)C1=NC2=CC=CC=C2C(=C1)C(=O)O 2,2'-biquinoline-4,4'-dicarboxylic acid disodium